C(C)C1OC(C(C(C(CC(CC(CN(C(C(C1(C)O)O)C)CCC)C)(C)O)C)O[C@@H]1O[C@H]([C@]([C@](C1)(C)OC)(CNCCC)O)C)C)=O 2-ethyl-3,4,10-trihydroxy-13-[(2R,4R,5S,6S)-5-hydroxy-4-methoxy-4,6-dimethyl-5-(propylaminomethyl)oxan-2-yl]oxy-3,5,8,10,12,14-hexamethyl-6-propyl-1-oxa-6-azacyclopentadecan-15-one